C1(CC1)CN1C(=NN=C(C1=O)N[C@H]1CN(CCC1)CC)C1=C(C=C(C=C1)C(F)(F)F)OC (R)-4-(cyclopropylmethyl)-6-((1-ethylpiperidin-3-yl)amino)-3-(2-methoxy-4-(trifluoromethyl)phenyl)-1,2,4-triazin-5(4H)-one